(1R,3S)-3-[3-({[2-methoxy-5-(methylsulfonyl)pyridin-4-yl]acetyl}amino)-1H-pyrazol-5-yl]cyclopentyl (2S)-butan-2-ylcarbamate C[C@@H](CC)NC(O[C@H]1C[C@H](CC1)C1=CC(=NN1)NC(CC1=CC(=NC=C1S(=O)(=O)C)OC)=O)=O